NC1=NC=CC=C1C1=NC=2C(=NC(=CC2)Cl)N1C1=CC=C(C(=O)OC)C=C1 methyl 4-(2-(2-aminopyridin-3-yl)-5-chloro-3H-imidazo[4,5-b]pyridin-3-yl)benzoate